2-oxo-2,3-dihydrobenzo[d]oxazole-5-carbaldehyde O=C1OC2=C(N1)C=C(C=C2)C=O